di(2-hexyldecyl) fumarate C(\C=C\C(=O)OCC(CCCCCCCC)CCCCCC)(=O)OCC(CCCCCCCC)CCCCCC